C(C)N(CC)CCOC(=O)C=1C=NC2=NC=CC=C2C1 naphthyridine-3-carboxylic acid N,N-diethylaminoethyl ester